BrC1=CC=C(C(=N1)C#N)CC(=O)OCCCCCCCC octyl (6-bromo-2-cyanopyridin-3-yl)acetate